Cl[C@@H]1[C@@H](O[C@@H]([C@H]1OC(C1=CC=CC=C1)(C1=CC=CC=C1)C1=CC=C(C=C1)OC)CO)N1C(NC(C(=C1)F)=O)=O 1-[(2R,3S,4R,5R)-3-chloro-5-(hydroxymethyl)-4-[(4-methoxyphenyl)diphenyl-methoxy]oxolan-2-yl]-5-fluoro-3H-pyrimidine-2,4-dione